FN[C@@H](CC(C)C)C(=O)O fluoro-leucine